ClC=1C=C(C=CC1F)NC1=NC=NC2=CC(=C(C=C12)OCCCN1CCC(CC1)N1CCN(CC1)C(CCCCSC1=C2CN(C(C2=CC=C1)=O)C1C(NC(CC1)=O)=O)=O)OC 3-(4-((5-(4-(1-(3-((4-((3-chloro-4-fluorophenyl)amino)-7-methoxyquinazolin-6-yl)oxy)propyl)piperidin-4-yl)piperazin-1-yl)-5-oxopentyl)thio)-1-oxoisoindolin-2-yl)piperidine-2,6-dione